[Na+].C(CCCCCCCCCCCCCCCCC)C(C1=CC=CC=C1)S(=O)(=O)[O-] octadecyl-toluenesulfonic acid sodium salt